CCCCCCCCCCCCCCCCCCCCC(C(=O)N[C@@H](COC1[C@@H]([C@H]([C@H]([C@H](O1)CO)O)O)O)[C@@H](/C=C/CCCCCCCCCCCCC)O)O The molecule is an N-acyl-D-galactosylsphingosine in which the ceramide N-acyl group is specified as 2-hydroxybehenoyl (2-hydroxydocosanoyl). It derives from a 2-hydroxybehenic acid.